[C@@H]12OC[C@@H](N(C1)CCOCCN1C3=CC=C(C=C3OC=3C=C(C=CC13)C=1C=C3C=NNC3=CC1)C=1C=C3C=NNC3=CC1)C2 10-(2-(2-((1S,4S)-2-oxa-5-azabicyclo[2.2.1]heptan-5-yl)ethoxy)ethyl)-3,7-di(1H-indazol-5-yl)-10H-phenoxazine